C(#N)C(C)(C)C=1C=C(C(=O)NC=2C=NC(=C(C2)C=2C=NC3=CC(=NC=C3C2)NC)C)C=CC1 3-(2-cyanopropan-2-yl)-N-(6-methyl-5-(7-(methylamino)-1,6-naphthyridin-3-yl)pyridin-3-yl)benzamide